O=C1C[C@]2(C=C(C3=CC=CC=C23)C(F)(F)F)CCC1 (1S)-3-oxo-3'-(trifluoromethyl)spiro[cyclohexane-1,1'-indene]